NC1=C(C=C(C=C1C(=O)NC1CC1)C1=CC=C(C=C1)Cl)C1=CC=C(C=C1)S(N)(=O)=O 4'-amino-4-chloro-N-cyclopropyl-4''-sulfamoyl-[1,1':3',1''-terphenyl]-5'-carboxamide